C(C)OC(CCCC(C(=O)NC=1C=NC(=C(C1)OC)C#N)(C)O)=O 6-[(6-cyano-5-(methoxy)pyridin-3-yl)amino]-5-hydroxy-5-methyl-6-oxo-hexanoic acid ethyl ester